N(=[N+]=[N-])CC=1C(=NC(=CC1)F)C 3-(azidomethyl)-6-fluoro-2-methylpyridine